O1C(=CC=C1)C(C)=O 1-(furan-2-yl)ethanone